N-((R)-piperidin-3-yl)benzamide 1,3,5-trimethyl-benzenebenzoate CC1(CC(=CC(=C1)C)C)C1=CC=CC=C1C(=O)O.N1C[C@@H](CCC1)NC(C1=CC=CC=C1)=O